2-(6-cyanopyridin-2-yl)-2-hydroxy-N,N-bis(4-methoxybenzyl)propane-1-sulfonamide C(#N)C1=CC=CC(=N1)C(CS(=O)(=O)N(CC1=CC=C(C=C1)OC)CC1=CC=C(C=C1)OC)(C)O